C(C)N1CCN(CC1)[SiH](C=CC)N1CCN(CC1)CC bis(4-ethylpiperazinyl)(methyl)vinylsilane